C(C)(C)(C)OC(=O)N[C@H](CC(=O)O)CC1=CC2=CC=CC=C2C=C1 (S)-3-(tert-butoxycarbonylamino)-4-(naphthalen-2-yl)butanoic acid